rac-2-cyanoethyl (4S)-4-(4-cyano-2-methoxyphenyl)-5-ethoxy-2,8-dimethyl-1,4-dihydro-1,6-naphthyridine-3-carboxylate C(#N)C1=CC(=C(C=C1)[C@@H]1C(=C(NC2=C(C=NC(=C12)OCC)C)C)C(=O)OCCC#N)OC |r|